ClC=1C=CC(=C(C1)C1(OCCO1)CC)[N+](=O)[O-] 2-(5-chloro-2-nitrophenyl)-2-ethyl-1,3-dioxolane